ClC1=C2C(=NC=C1C=1C=C(C=CC1)N1C(CNCC1)=O)NC=C2I (3-(4-chloro-3-iodo-1H-pyrrolo[2,3-b]pyridin-5-yl)phenyl)piperazin-2-one